C(O)([O-])=O.[Na+].BrC1=NOC(C1)(C1=NC=C(C=C1C1=C(C=C(C=C1F)F)F)F)CO {3-Bromo-5-[5-fluoro-3-(2,4,6-trifluorophenyl)pyridin-2-yl]-4,5-dihydro-1,2-oxazol-5-yl}methanol Sodium hydrogen carbonate